1-[(2S)-2-(tert-butoxycarbonylamino)-3,3-dimethyl-butanoyl]-3-isopropyl-pyrrolidine-2-carboxylic acid C(C)(C)(C)OC(=O)N[C@H](C(=O)N1C(C(CC1)C(C)C)C(=O)O)C(C)(C)C